N1(C=C(C2=CC=CC=C12)C(=O)O)C(=O)O indole-1,3-dicarboxylic acid